Methyl 1-(2-((tert-butoxycarbonyl)amino)ethyl)-4-(N-phenylpropionamido)piperidine-4-carboxylate C(C)(C)(C)OC(=O)NCCN1CCC(CC1)(C(=O)OC)N(C(CC)=O)C1=CC=CC=C1